OC1=C(N=CN(C1=O)CCO)C(=O)NC=1C=NOC1 5-hydroxy-1-(2-hydroxyethyl)-N-(isoxazol-4-yl)-6-oxo-1,6-dihydropyrimidine-4-carboxamide